[Si](C)(C)(C(C)(C)C)OC1CC(C1)C=1C2=C(C=NC1C)SC=N2 7-(3-((tert-butyldimethylsilyl)oxy)cyclobutyl)-6-methylthiazolo[5,4-c]pyridine